C(C1=CC=CC=C1)N1CC2C(C1)(CNC2)O 5-benzyl-1,2,3,4,6,6a-hexahydropyrrolo[3,4-c]pyrrol-3a-ol